tert-butyl (R)-2-(((1-(4-(dimethylamino)-4-methylpent-2-ynoyl)piperidin-4-yl)oxy)methyl)-3-methylbutanoate CN(C(C#CC(=O)N1CCC(CC1)OC[C@H](C(=O)OC(C)(C)C)C(C)C)(C)C)C